FC(CC(=O)NC1CCC(CC1)C=1C=C2C(=C(NC2=CC1)C=1C=C(C=2N(C1)N=CN2)OC)C(C)C)(F)F 3,3,3-Trifluoro-N-(4-(3-isopropyl-2-(8-methoxy-[1,2,4]triazolo[1,5-a]pyridin-6-yl)-1H-indol-5-yl)cyclohexyl)propanamid